C1(CC1)CN1C=NC2=C(C=C(N=C12)C1=NN(C=C1)C=1C=C(C=CC1)C)N1CCOCC1 3-(cyclopropylmethyl)-7-morpholino-5-[1-(m-tolyl)-3-pyrazolyl]-3H-1,3,4-triazaindene